C1(=CC=CC=C1)C=1NC2=CC=CC=C2C1C1=CC=CC=C1 2,3-diphenylindole